ClC1=C(OC=2C(=NC=CC2)OCC(=O)OCC)C=C(C(=C1)F)N1C(N(C(=CC1=O)C(F)(F)F)C)=O ethyl (3-[2-chloro-4-fluoro-5-(3-methyl-2,6-dioxo-4-trifluoromethyl-3,6-dihydro-2H-pyrimidin-1-yl)-phenoxy]-pyridin-2-yloxy)-acetate